N-(4-hydroxy-3-ethoxy-benzyl)amid OC1=C(C=C(C[NH-])C=C1)OCC